(1R,5S,6S,7S)-benzyl 6,7-dihydroxy-3-azabicyclo[3.2.1]octane-3-carboxylate O[C@H]1[C@@H]2CN(C[C@H]([C@@H]1O)C2)C(=O)OCC2=CC=CC=C2